4-(2-fluorobenzyl)-N-(pyrrolidin-3-ylmethyl)-3,4-dihydroquinoxaline FC1=C(CN2CCN(C3=CC=CC=C23)CC2CNCC2)C=CC=C1